4,4-dimethylbiphenyl CC1(CC=C(C=C1)C1=CC=CC=C1)C